2-(((1-(3-fluoro-2-(fluoromethyl)propyl)azetidin-3-yl)carbamoyl)oxy)-3-(palmitoyloxy)propyl oleate C(CCCCCCC\C=C/CCCCCCCC)(=O)OCC(COC(CCCCCCCCCCCCCCC)=O)OC(NC1CN(C1)CC(CF)CF)=O